NC1=CC(=C(C=C1)C1=NN2C(N=CC=C2)=C1C(=O)OCC)F Ethyl 2-(4-amino-2-fluorophenyl)pyrazolo[1,5-a]pyrimidine-3-carboxylate